COCOC1=C(C=O)C=CC(=C1)OCOC 2,4-bis(methoxymethoxy)benzaldehyde